C(C=1C(O)=CC=CC1)(=O)NN Salicylic hydrazide